thiazolo[4,5-b]pyridine-7-carboxylic acid S1C=NC2=NC=CC(=C21)C(=O)O